COC1=CC=2N(N=C1OCC1=NC=3CCN(CC3C=C1)C=1OC(=NN1)C)C(=NN2)C2=NOC(=C2)C (((7-Methoxy-3-(5-methylisoxazol-3-yl)-[1,2,4]triazolo[4,3-b]pyridazin-6-yloxy)methyl)-7,8-dihydro-1,6-naphthyridin-6(5H)-yl)-5-methyl-1,3,4-oxadiazole